CC1=C(C(=CC=C1)C)C1=CC(=NC(=N1)NS(=O)(=O)C=1C=NN(C1)C)OC=1C=C(C(=O)NC)C=CC1 3-[6-(2,6-dimethylphenyl)-2-[(1-methylpyrazol-4-yl)sulfonylamino]pyrimidin-4-yl]oxy-N-methyl-benzamide